N-(3-hydroxybenzyl)-3-(8-methyl-4-oxo-4,5-dihydro-3H-pyrimido[5,4-b]indol-3-yl)propanamide OC=1C=C(CNC(CCN2C=NC3=C(NC=4C=CC(=CC34)C)C2=O)=O)C=CC1